(E)-N-(4-((3-chloro-4-fluorophenyl)amino)-7-methoxyquinazolin-6-yl)-4-(4-(2-((2-(2,6-dioxopiperidin-3-yl)-1,3-dioxoisoindolin-4-yl)thio)acetamido)piperidin-1-yl)but-2-enamide ClC=1C=C(C=CC1F)NC1=NC=NC2=CC(=C(C=C12)NC(\C=C\CN1CCC(CC1)NC(CSC1=C2C(N(C(C2=CC=C1)=O)C1C(NC(CC1)=O)=O)=O)=O)=O)OC